2-Amino-4,4-difluorobutyric acid methyl ester hydrochloride Cl.COC(C(CC(F)F)N)=O